FC1([C@@H](CN2C(N(CC[C@@H]21)C2=NOC1=C2C(=CC=C1)N1CCCCC1)=O)NS(=O)(=O)CC)F N-{(4aR,6R)-5,5-difluoro-1-oxo-2-[4-(piperidin-1-yl)-1,2-benzoxazol-3-yl]octahydropyrrolo[1,2-c]pyrimidin-6-yl}ethanesulfonamide